ClC(C)C1=C(C=CC(=C1F)OC)N1N=NN=C1 1-(2-(1-chloroethyl)-3-fluoro-4-methoxyphenyl)-1H-tetrazole